acryloyloxyheptadecyltrichlorosilane C(C=C)(=O)OCCCCCCCCCCCCCCCCC[Si](Cl)(Cl)Cl